C(#N)CC1CCC(CC1)N1C(=NC=2C1=C1C(=NC2)NC=C1)C(=O)NCCCOC 1-((1r,4r)-4-(Cyanomethyl)cyclohexyl)-N-(3-methoxypropyl)-1,6-dihydroimidazo[4,5-d]pyrrolo[2,3-b]pyridine-2-carboxamide